2,5-dimethylpiperazine-1,4-diium CC1[NH2+]CC([NH2+]C1)C